monomethyl-tin triformate C(=O)[O-].C(=O)[O-].C(=O)[O-].C[Sn+3]